O1CCOC2=C1C=CC(=C2)C=CC(=O)C2=C(C=CC=C2OC)O 3-(2,3-Dihydro-1,4-benzodioxin-6-yl)-1-(2-hydroxy-6-methoxyphenyl)prop-2-en-1-one